tert-Butyl 3-((7-(2,3-dichloro-6-methoxyphenyl)imidazo[1,2-a]pyridin-2-yl)methyl)azetidine-1-carboxylate ClC1=C(C(=CC=C1Cl)OC)C1=CC=2N(C=C1)C=C(N2)CC2CN(C2)C(=O)OC(C)(C)C